[Cl-].C(C=C)[N+](CCO)(CCO)CC=C diallyl-di(β-hydroxyethyl)ammonium chloride